1-(4'-methoxyphenyl)-7,8-dimethylquinoline COC1=CC=C(C=C1)N1CC=CC2=CC=C(C(=C12)C)C